C(=O)O.NC1=CN=NC2=CC(=CC=C12)C=1C=C(C=CC1C=1OC=CN1)B(O)O [3-(4-aminocinnolin-7-yl)-4-(1,3-oxazol-2-yl)phenyl]boronic acid formate salt